2-Phenylethylphosphine oxide C1(=CC=CC=C1)CC[PH2]=O